COC1=CC=C(C=C1)C1=NN2C(=NC=3C(=CC=CC3C2=N1)C1(CC1)C(F)(F)F)N[C@H]1C(NCCN(C1)C(=O)OCC1=CC=CC=C1)=O benzyl (6R)-6-({2-(4-methoxyphenyl)-7-[1-(trifluoromethyl)cyclopropyl][1,2,4]triazolo[1,5-c]quinazolin-5-yl}amino)-5-oxo-1,4-diazepane-1-carboxylate